N1=CN=CC(=C1)C1=CC2=C(NC=N2)C=C1 5-(pyrimidin-5-yl)-1H-benzo[d]Imidazole